ClC=1C=C(C=CC1F)C=1C=C2C=CC(=NC2=CC1)N1CCC(CC1)C(=O)OCC ethyl 1-(6-(3-chloro-4-fluorophenyl)quinolin-2-yl)piperidine-4-carboxylate